N-[(1R)-1-[3-nitro-5-(trifluoromethyl)phenyl]ethyl]-6-oxo-pyridazine-3-carboxamide [N+](=O)([O-])C=1C=C(C=C(C1)C(F)(F)F)[C@@H](C)NC(=O)C1=NNC(C=C1)=O